C1(CCCCC1)C=1NC(=CN1)C1=CC=2C(N(C=CC2O1)C)=O 2-(2-cyclohexyl-1H-imidazol-5-yl)-5-methyl-4-oxo-4,5-dihydrofuro[3,2-c]pyridine